COC(=O)C1N(CC(=C1)C1=CC(=C(C=C1)OC(F)F)OCC1CC1)C(C)=O 1-acetyl-4-(3-(cyclopropylmethoxy)-4-(difluoromethoxy)phenyl)-2,5-dihydro-1H-pyrrole-2-carboxylic acid methyl ester